N[C@H](C(=O)N[C@H](C(=O)N[C@H](C(=O)OC)CC(C)C)CC1=CC=CC=C1)CCCCNC(=O)OCC1C2=CC=CC=C2C=2C=CC=CC12 methyl (2S)-2-[(2S)-2-[(2S)-2-amino-6-{[(9H-fluoren-9-ylmethoxy)carbonyl]amino}hexanamido]-3-phenylpropanamido]-4-methylpentanoate